COC(=O)C1=CN=C2C(=N1)NC(=N2)C2=CC=C(C=C2)F 2-(4-fluorophenyl)-1H-imidazo[4,5-b]Pyrazine-6-carboxylic acid methyl ester